ClC1=CC=C2C(=CNC2=C1C=1C=NC=CC1)S(=O)(=O)NC1=C(C=C(C(=C1)F)Cl)F 6-chloro-N-(4-chloro-2,5-difluorophenyl)-7-(pyridin-3-yl)-1H-indole-3-sulfonamide